N'-[(4E)-7-(4,4-difluoropiperidine-1-carbonyl)-3-methyl-2,3-dihydro-1-benzopyran-4-ylidene]-4-methylbenzenesulfonohydrazide FC1(CCN(CC1)C(=O)C1=CC2=C(\C(\C(CO2)C)=N\NS(=O)(=O)C2=CC=C(C=C2)C)C=C1)F